N4-(2-(methylsulfonyl)phenyl)-N6-(5-(2-(oxetan-3-ylamino)propan-2-yl)pyridin-2-yl)pyrimidine-4,6-diamine CS(=O)(=O)C1=C(C=CC=C1)NC1=NC=NC(=C1)NC1=NC=C(C=C1)C(C)(C)NC1COC1